C1(CCC1)CN1C(N(CC12CCC(CC2)(C2=CC=CC=C2)N(C)C)C=2C=NC(=NC2)C(F)(F)F)=O 1-(cyclobutyl-methyl)-8-dimethylamino-8-phenyl-3-[2-(trifluoromethyl)-pyrimidin-5-yl]-1,3-diazaspiro[4.5]decan-2-one